CC(C)(C)C=1C=C(C=C(C1O)C(C)(C)C)CP(OCC)([O-])=O.CC(C)(C)C=1C=C(C=C(C1O)C(C)(C)C)CP(OCC)([O-])=O.[Ca+2] Calcium diethyl bis[[[3,5-bis(1,1-dimethylethyl)-4-hydroxyphenyl] methyl] phosphonate]